tert-butyl ((S)-1-(3-(rac-(4R,5S)-6-oxo-1-phenyl-5-(3-(trifluoromethyl)benzamido)-4,5,6,7-tetrahydro-1H-pyrazolo[3,4-b]pyridin-4-yl)phenyl)ethyl)carbamate O=C1[C@H]([C@@H](C2=C(N1)N(N=C2)C2=CC=CC=C2)C=2C=C(C=CC2)[C@H](C)NC(OC(C)(C)C)=O)NC(C2=CC(=CC=C2)C(F)(F)F)=O |&1:2,3|